(2r,3s)-3-((1-(3-cyanophenyl)-1H-1,2,4-triazole-3-carboxamido)methyl)-2-methylpyrrolidine-1-carboxylic acid tert-butyl ester C(C)(C)(C)OC(=O)N1[C@@H]([C@@H](CC1)CNC(=O)C1=NN(C=N1)C1=CC(=CC=C1)C#N)C